CC1(C(NC(NC1=O)=O)=O)C1=CC=C(C=C1)OC1=CC=CC=C1 5-methyl-5-(4-phenoxy-phenyl)-pyrimidine-2,4,6-trione